(4aR,9aR)-4a-hydroxy-6-methoxy-7,9a-dimethyl-2,3,4,4a,9,9a-hexahydro-1H-fluoren-1-one O[C@]12CCCC([C@@]2(CC2=CC(=C(C=C12)OC)C)C)=O